[Si](C)(C)(C(C)(C)C)C#CC=1C=CC(NC1)=O 5-((tert-butyldimethylsilyl)ethynyl)pyridin-2(1H)-one